N3,N3'-(5-Amino-3-iminopyridin-2,6(1H,3H)diyliden)bis{6,7-dimethyl-N2-[3-(piperidin-1-yl)propyl]pyrazolo[1,5-a]pyridin-2,3-diamin} NC1=CC(C(NC1=NC=1C(=NN2C1C=CC(=C2C)C)NCCCN2CCCCC2)=NC=2C(=NN1C2C=CC(=C1C)C)NCCCN1CCCCC1)=N